5-bromo-2-methoxybenzoic acid tert-butyl ester C(C)(C)(C)OC(C1=C(C=CC(=C1)Br)OC)=O